2-([1-[2-(azetidin-1-yl)phenyl]-5-[3-(2,2-dimethylpropoxy)phenyl]-1H-pyrazol-3-yl]methoxy)-2-methylpropionic acid methyl ester COC(C(C)(C)OCC1=NN(C(=C1)C1=CC(=CC=C1)OCC(C)(C)C)C1=C(C=CC=C1)N1CCC1)=O